FC1=CC=C(CN2CCC(CC2)NC(=O)NC2=CC(=CC=C2)C(F)(F)F)C=C1 1-(1-(4-fluorobenzyl)piperidin-4-yl)-3-(3-(trifluoromethyl)phenyl)urea